8-methyl-2,3-dihydroquinoxaline-1-carboxylic acid tert-butyl ester C(C)(C)(C)OC(=O)N1CCNC2=CC=CC(=C12)C